tert-Butyl 7-amino-6-chloro-3,4-dihydroisoquinoline-2(1H)-carboxylate NC1=C(C=C2CCN(CC2=C1)C(=O)OC(C)(C)C)Cl